ClC=1C=C(C=CC1OC(F)(F)F)C1=CC=C(C=C1)C(C=CC=1C=C2N=CC=NC2=CC1)=O 1-(3'-chloro-4'-(trifluoromethoxy)-[1,1'-biphenyl]-4-yl)-3-(quinoxalin-6-yl)prop-2-en-1-one